BrC=1C=C(C=C2C(N(C(S2)=NN=C2C(NC3=CC=C(C=C23)Br)=O)C2=CC(=CC=C2)C(C)C)=O)C=CC1 3-(2-(5-(3-bromobenzylidene)-3-(3-isopropylphenyl)-4-oxothiazolidin-2-ylidene)hydrazono)-5-bromoindol-2-one